N-[(1S)-1-[[(1S)-1-(4-fluoro-1H-benzimidazol-2-yl)ethyl]carbamoyl]-3-[(2S)-2-methyl-1-piperidyl]-3-oxo-propyl]-3,3-dimethyl-cyclobutanecarboxamide FC1=CC=CC=2NC(=NC21)[C@H](C)NC(=O)[C@H](CC(=O)N2[C@H](CCCC2)C)NC(=O)C2CC(C2)(C)C